1-((1R,3R)-3-(methylcarbamoyl)cyclopentyl)-N-(3-(4-phenylpiperazin-1-yl)propyl)-2-(3,4,5-trimethoxyphenyl)-1H-benzo[d]imidazole-6-carboxamide CNC(=O)[C@H]1C[C@@H](CC1)N1C(=NC2=C1C=C(C=C2)C(=O)NCCCN2CCN(CC2)C2=CC=CC=C2)C2=CC(=C(C(=C2)OC)OC)OC